(R)-benzyl 2-(5-(1-aminoethyl)thiophen-2-yl)benzyl(methyl)carbamate N[C@H](C)C1=CC=C(S1)C1=C(CN(C(OCC2=CC=CC=C2)=O)C)C=CC=C1